C(C1=CC=CC=C1)OC=1C=C(C=CC1OCC1=CC=CC=C1)C=1OC2=CC=C(C=C2C(C1)=O)C1=C(C=CC=C1)O 2-(3,4-bis(benzyloxy)phenyl)-6-(2-hydroxyphenyl)-4H-chromen-4-one